FC=1C=CC2=C(C(NC=3CN(CC(C23)N(C(=O)C=2NC3=CC=CC=C3C2)C)C(=O)OC(C)(C)C)=O)C1 tert-butyl 8-fluoro-1-(N-methyl-1H-indole-2-carboxamido)-6-oxo-1,4,5,6-tetrahydrobenzo[c][1,7]naphthyridine-3(2H)-carboxylate